CC=1OC2=C(C1C(=O)N[C@@H]1CNCC1)C=C(C=C2)OCC2=CC(=CC=C2)C(F)(F)F (S)-2-methyl-N-(pyrrolidin-3-yl)-5-((3-(trifluoromethyl)benzyl)oxy)benzofuran-3-carboxamide